antimony-titanium [Ti].[Sb]